(2S,4R)-9-[1-[(2S)-2-amino-2-(1H-imidazol-4-yl)propanoyl]azetidin-3-yl]oxy-5,5-dihydroxy-6-oxa-5-boranuidatricyclo[5.4.0.02,4]undeca-1(11),7,9-triene-8-carboxylic acid N[C@@](C(=O)N1CC(C1)OC=1C(=C2O[B-]([C@@H]3C[C@@H]3C2=CC1)(O)O)C(=O)O)(C)C=1N=CNC1